Cl.ClCC=1C=NC=CC1CCl 3,4-bis(chloromethyl)pyridine hydrochloride